3-(5-fluoro-1-oxo-1,2-dihydro-2,7-naphthyridin-3-yl)pyrrolidine-1-carboxylic acid tert-butyl ester C(C)(C)(C)OC(=O)N1CC(CC1)C=1NC(C2=CN=CC(=C2C1)F)=O